3-((2-(2-aminoethyl)pyridin-4-yl)amino)-5-cyclopropyl-6-ethylpyrazine-2-carboxamide NCCC1=NC=CC(=C1)NC=1C(=NC(=C(N1)C1CC1)CC)C(=O)N